Methyl 2-((tert-butoxycarbonyl)amino)-3-((2-(naphthalen-1-yl)ethyl)amino)propanoate C(C)(C)(C)OC(=O)NC(C(=O)OC)CNCCC1=CC=CC2=CC=CC=C12